FC1=C(N=C(C2=C1N=C(N=C2N2C=COCC(C2)(O)C)OC[C@H]2N(CCC2)C)C#CC)C2=CC(=CC1=CC=C(C=C21)F)O 4-(8-fluoro-7-(7-fluoro-3-hydroxynaphthalen-1-yl)-2-(((S)-1-methylpyrrolidin-2-yl)methoxy)-5-(propynyl)pyrido[4,3-d]pyrimidin-4-yl)-6-methyl-1,4-oxazepin-6-ol